FC1=C(C(=O)N2CCC(CC2)N2CC(C2)(NN)CC#N)C=CN=C1C(F)(F)F 2-(1-(1-(3-fluoro-2-(trifluoromethyl)isonicotinoyl)piperidin-4-yl)-3-hydrazineylazetidin-3-yl)acetonitrile